C(#N)C=1C=C(C=CC1)C=1C2=CN(N=C2C(=CC1)OC)C1(CC1)C(=O)NCC(C)C 1-(4-(3-cyanophenyl)-7-methoxy-2H-indazol-2-yl)-N-isobutylcyclopropane-1-carboxamide